C(C)(C)(C)OC(=O)C1=C(N(C2=C1N=NC(=C2)Cl)C)Br 6-bromo-3-chloro-5-methyl-5H-pyrrolo[3,2-c]pyridazine-7-carboxylic acid tert-butyl ester